FC1=CC(=CC2=CN(N=C12)C)B1OC(C(O1)(C)C)(C)C 7-fluoro-2-methyl-5-(4,4,5,5-tetramethyl-1,3,2-dioxaborolan-2-yl)indazole